N1C[C@H](CC1)NC1=CC=C(C(=O)N)C=C1 4-{[(3S)-pyrrolidin-3-yl]amino}benzamide